5-amino-3-(8-fluoro-2-(2-fluorophenyl)quinolin-7-yl)-1-((1s,3s)-3-hydroxy-3-methylcyclobutyl)-1H-pyrazole-4-carbonitrile NC1=C(C(=NN1C1CC(C1)(C)O)C1=CC=C2C=CC(=NC2=C1F)C1=C(C=CC=C1)F)C#N